CC1(COCC2(C1)CCC(CC2)C2=C1N(N=C2CN(CCNC)C)CC(C1)(F)F)C N1-((3-((6s,9s)-4,4-dimethyl-2-oxaspiro[5.5]undecan-9-yl)-5,5-difluoro-5,6-dihydro-4H-pyrrolo-[1,2-b]pyrazol-2-yl)methyl)-N1,N2-dimethylethane-1,2-diamine